ClC1=NC(=CC(=C1)C([C@@H]1CC[C@H](CC1)C(=O)O)(F)F)Cl trans-4-[(2,6-Dichloro-4-pyridyl)-difluoro-methyl]cyclohexanecarboxylic acid